(2R)-1-{2-[4-(1-(4-iodophenyl)piperidin-4-yl)phenoxy]ethyl}-2,4-dimethylpiperidin-3-one IC1=CC=C(C=C1)N1CCC(CC1)C1=CC=C(OCCN2[C@@H](C(C(CC2)C)=O)C)C=C1